2-{[6-({2-[(2-fluoro-4-methylphenoxy)methyl]pyridin-4-yl}oxy)pyridin-3-yl]methyl}-1-{[(2S)-oxetan-2-yl]methyl}-1H-1,3-benzodiazole-6-carboxylic acid FC1=C(OCC2=NC=CC(=C2)OC2=CC=C(C=N2)CC2=NC3=C(N2C[C@H]2OCC2)C=C(C=C3)C(=O)O)C=CC(=C1)C